methyl (4-(trifluoromethoxy)phenyl)carbamate FC(OC1=CC=C(C=C1)NC(OC)=O)(F)F